[Ca+2].C(O)([O-])=O.[Mg+2].C(O)([O-])=O.C(O)([O-])=O.C(O)([O-])=O Magnesium hydrogencarbonat Calcium